2-(2-((3aR,6aS)-hexahydro-3aH-cyclopenta[b]furan-3a-yl)-2H-pyrazolo[3,4-b]pyrazin-6-yl)-3-methyl-5-(trifluoromethyl)phenol O1[C@@H]2[C@](CC1)(CCC2)N2N=C1N=C(C=NC1=C2)C2=C(C=C(C=C2C)C(F)(F)F)O